FC(C(=O)[O-])(F)F.C(C)[NH3+] ethan-1-aminium trifluoroacetate